N1CC(CC1)C1(N=C(C=2C(=N1)NNC2)N)N 6-(pyrrolidin-3-yl)-1H-Pyrazolo[3,4-d]Pyrimidine-4,6-diamine